C1(=C(C=CC=C1)C1=C(C(=NN=N1)C1=C(C=CC=2OC3=C(C21)C=CC=C3)C3=CC=CC=C3)C3=NC2=C(C(=C3C)C)C=3C=CC=CC3C2)C2=CC=CC=C2 (biphenylyl)(dimethylindenopyridineyl)(phenyldibenzofuranyl)triazine